O=C1NC(CCC1N1C(C2=CC=C(C=C2C1=O)OCCOCCOCCOC1=CC=C(C=C1)C1=CC(=CC(=N1)C=1OC=CC1)C1=CC=C(C=C1)C(=O)N)=O)=O 4-(6-{4-[(8-{[2-(2,6-dioxo-hexahydropyridin-3-yl)-1,3-dioxo-2,3-dihydro-1H-isoindol-5-yl]oxy}-3,6-dioxaoct-1-yl)oxy]phenyl}-2-(furan-2-yl)pyridin-4-yl)benzene-1-carboxamide